C=C(C)C1=C(C=C(C=C1)C1=NNC(OC1)=O)C(F)(F)F 5-[4-(Prop-1-en-2-yl)-3-(trifluoromethyl)phenyl]-3,6-dihydro-2H-1,3,4-oxadiazin-2-one